3-(tetrahydrofuran-3-yl)-1-((2-(trimethylsilyl)ethoxy)methyl)-1H-pyrazol-4-amine O1CC(CC1)C1=NN(C=C1N)COCC[Si](C)(C)C